2-O-α-D-glucopyranosyl-xylitol [C@H]1([C@H](O)[C@@H](O)[C@H](O)[C@H](O1)CO)O[C@@H](CO)[C@@H](O)[C@H](O)CO